N(=[N+]=[N-])C[C@](C(=O)NC1=CC(=C(C=C1)C#N)C(F)(F)F)(C)O (S)-3-azido-N-(4-cyano-3-(trifluoromethyl)phenyl)-2-hydroxy-2-methylpropanamide